tert-butyl-3-methyl-isoquinoline-2,3-dicarboxylic acid C(C)(C)(C)C=1N(C(C=C2C=CC=CC12)(C(=O)O)C)C(=O)O